CC(C)(CCCCCC)C1=NOC(=N1)CC(C(=O)OC(C)(C)C)=C tert-butyl 2-((3-(2-methyloctan-2-yl)-1,2,4-oxadiazol-5-yl)methyl)acrylate